methyleneoctahydro-1H-inden-4-ol C=C1CCC2C(CCCC12)O